4-isopropoxy-thiazole C(C)(C)OC=1N=CSC1